CC=1C=CC2=C(N=C(S2)C2=NCCC3=C2N=CN3)C1 4-(5-methylbenzo[d]thiazol-2-yl)-6,7-dihydro-1H-imidazo[4,5-c]pyridin